C1(CC1)C1=NN(C(=C1C(F)(F)F)C(=O)NC1=CC(=NC=C1)S(=O)(=N)C)CC1(CC2(CC2)C1)C 3-cyclopropyl-1-((5-methylspiro[2.3]hexan-5-yl)methyl)-N-(2-(S-methylsulfonimidoyl)pyridin-4-yl)-4-(trifluoromethyl)-1H-pyrazole-5-carboxamide